CN1CCC(CC1)(C)C1CC(CCN1)=O 6-(1,4-dimethylpiperidin-4-yl)piperidin-4-one